CN1C[C@@H](CCC1)NC1=NN=C(C2=CC=CC=C12)C1=C(C=C(C=C1)N1N=CC=N1)O (R)-2-(4-((1-methylpiperidin-3-yl)amino)phthalazin-1-yl)-5-(2H-1,2,3-triazol-2-yl)phenol